ClC1=C(C(=O)N2CC=3N=C(SC3C2)NC(C2=CN=C(C=C2C2=C(C=CC(=C2)C#N)OC)C)=O)C=C(C=C1)C(F)F N-(5-(2-chloro-5-(difluoromethyl)benzoyl)-5,6-dihydro-4H-pyrrolo[3,4-d]thiazol-2-yl)-4-(5-cyano-2-methoxyphenyl)-6-methylnicotinamide